1-chloro-2,3,5-tributyryl-beta-D-ribose Cl[C@]1(O)[C@](O)([C@](O)([C@H](O1)C(O)C(CCC)=O)C(CCC)=O)C(CCC)=O